CN1N=CC=C1C1=CC(=C2C(=N1)C(=NN2CC#N)C2=CC=NN2)N2[C@@H](COCC2)C (R)-2-(5-(1-methyl-1H-pyrazol-5-yl)-7-(3-methylmorpholino)-3-(1H-pyrazole-5-yl)-1H-pyrazolo[4,3-b]pyridin-1-yl)acetonitrile